NC=1C2=C(N=CN1)C(=CC(=N2)C=2C=C(C=CC2)C#C[C@@]2(C(N(CC2)C)=O)O)Br (S)-3-((3-(4-Amino-8-bromopyrido[3,2-d]pyrimidin-6-yl)phenyl)ethynyl)-3-hydroxy-1-methylpyrrolidin-2-one